COC(C1CC2(C1)CCN(CC2)C2=C(C=CC(=C2)OC)F)OC 2-(dimethoxymethyl)-7-(2-fluoro-5-methoxyphenyl)-7-azaspiro[3.5]nonane